NC1=C2N=CN(C2=NC=N1)[C@@H]1O[C@@H](C[C@H]1OP(=O)(OC1=CC=CC=C1)N[C@H](C(=O)OCC1=CC=CC=C1)C)CO (2S)-benzyl 2-(((((2R,3R,5S)-2-(6-amino-9H-purin-9-yl)-5-(hydroxymethyl)tetrahydro-furan-3-yl)oxy)(phenoxy)phosphoryl)amino)propanoate